C1(CC1)NC(C1=C(C=C(C=C1OC)C1=CN=C2N1C=CC(=C2)OCCCN2CCC(CC2)(CO)F)OC(F)F)=O N-cyclopropyl-2-(difluoromethoxy)-4-[7-[3-[4-fluoro-4-(hydroxymethyl)-1-piperidyl]propoxy]imidazo[1,2-a]pyridin-3-yl]-6-methoxy-benzamide